1-ethyl-3-methyl-imidazole dicyanamide salt [N-](C#N)C#N.C(C)N1CN(C=C1)C